CN1C=C(C=CC1=O)CC(=O)O 2-(1-methyl-6-oxo-1,6-dihydropyridin-3-yl)acetic acid